(S)-8-(2-amino-6-((R)-1-(5-chloro-3'-isopropoxy-[1,1'-biphenyl]-2-yl)-2,2,2-trifluoroethoxy)pyrimidin-4-yl)-2,8-diazaspiro[4.5]decane-3-carboxylic acid NC1=NC(=CC(=N1)N1CCC2(C[C@H](NC2)C(=O)O)CC1)O[C@@H](C(F)(F)F)C1=C(C=C(C=C1)Cl)C1=CC(=CC=C1)OC(C)C